1,5-dihydro-1,4,5,6,8-penta-aza-acenaphthylen-3-amine N1C=C2C(=NNC3=NC=NC1=C23)N